5-ethyl-4-(methoxycarbonyl)-1H-pyrrolo[2,3-b]pyridine 7-oxide C(C)C=1C(=C2C(=[N+](C1)[O-])NC=C2)C(=O)OC